N1-{2,4-difluoro-3-[(3-methoxy-5-nitro-6-quinoxalinyl)amino]phenyl}-3-fluoro-1-propanesulfonamide FC1=C(C=CC(=C1NC=1C(=C2N=C(C=NC2=CC1)OC)[N+](=O)[O-])F)NS(=O)(=O)CCCF